(trifluoromethyl)-4-vinylpyridine FC(F)(F)C1=NC=CC(=C1)C=C